N-(1-(tert-butyl)-1H-pyrazol-4-yl)-2-(2-fluoro-4-((6-((4-iodobutyl)thio)quinolin-4-yl)oxy)phenyl)acetamide C(C)(C)(C)N1N=CC(=C1)NC(CC1=C(C=C(C=C1)OC1=CC=NC2=CC=C(C=C12)SCCCCI)F)=O